Ethyl 1-cyclopropyl-7-(1-((2,4-diaminopyrimidin-5-yl)methyl)indolin-5-yl)-6,8-difluoro-4-oxo-1,4-dihydroquinoline-3-carboxylate (R)-5-oxopyrrolidine-2-carboxylate O=C1CC[C@@H](N1)C(=O)O.C1(CC1)N1C=C(C(C2=CC(=C(C(=C12)F)C=1C=C2CCN(C2=CC1)CC=1C(=NC(=NC1)N)N)F)=O)C(=O)OCC